3-(2-isopropoxy-5-(trifluoromethyl)phenyl)quinazolin-4(3H)-one C(C)(C)OC1=C(C=C(C=C1)C(F)(F)F)N1C=NC2=CC=CC=C2C1=O